(2E,4E)-5-(1-Hydroxy-2,6,6-trimethyl-4-oxocyclohex-2-en-1-yl)-3-(trifluoromethyl)penta-2,4-dienoic acid OC1(C(=CC(CC1(C)C)=O)C)/C=C/C(=C\C(=O)O)/C(F)(F)F